(1,6,6-trimethyl-1,4,6,7-tetrahydropyrano[4,3-c]pyrazol-3-yl)methanone CN1N=C(C2=C1CC(OC2)(C)C)C=O